C(CCCCCCCC)(S)S n-nonanedithiol